ClC1=C(C(C2=CC=C(C=C2)Cl)OC2CN(C2)C(=O)NCC2COC3=C(O2)C=CC=C3)C=CC=C1 3-(2,4'-dichlorobenzhydryloxy)-N-(2,3-Dihydro-benzo[1,4]dioxin-2-yl-methyl)azetidine-1-carboxamide